bis(2,2-trichloroethyl) carbonate C(C(Cl)(Cl)Cl)OC(=O)OCC(Cl)(Cl)Cl